[Fe].NC=1C(=CC(=C(C(=O)NC2CC2)C1)F)C 5-amino-N-cyclopropyl-2-fluoro-4-methylbenzamide Iron